4-((1,1-dioxidotetrahydro-2H-thiopyran-4-yl)methyl)-N-hydroxy-3-oxo-3,4-dihydro-2H-benzo[b][1,4]oxazine-6-carboxamide O=S1(CCC(CC1)CN1C2=C(OCC1=O)C=CC(=C2)C(=O)NO)=O